5-((5-fluoro-4-(propylamino)pyrimidin-2-yl)amino)benzo[c][1,2]oxaborol-1(3H)-ol FC=1C(=NC(=NC1)NC1=CC2=C(B(OC2)O)C=C1)NCCC